2-chloro-N-methyl-N-(1-(7-methyl-4-oxo-2-(piperidin-1-yl)-4H-pyrido[1,2-a]pyrimidin-9-yl)ethyl)acetamide ClCC(=O)N(C(C)C1=CC(=CN2C1=NC(=CC2=O)N2CCCCC2)C)C